FC=1C=2N(C=C(C1)C(F)(F)F)C[C@@]1(CCC3=CC(=CC=C13)C(F)(F)F)N2 (S)-8-fluoro-5',6-bis(trifluoromethyl)-2',3'-dihydro-3H-spiro[imidazo[1,2-a]pyridine-2,1'-indene]